tert-butyl(dimethyl)[(2,3,5-trifluorophenyl)methoxy]silane C(C)(C)(C)[Si](OCC1=C(C(=CC(=C1)F)F)F)(C)C